cyclopenta-2,4-diene C1C=CC=C1